[Br-].O1C(=CC2=C1C=CC=C2)C(=CCC2=CC=CC=1N=C(N(C12)CC(C1=CC=C(C=C1)Br)=O)C)C=1OC2=C(C1)C=CC=C2 (3,3-bis(benzofuran-2-yl)allyl)-3-(4-bromobenzoylmethyl)-2-methylbenzimidazole bromide salt